[3-(1,3-benzothiazol-2-ylamino)-4-methyl-6,7-dihydro-5H-pyrido[2,3-C]pyridazin-8-yl]-5-[3-[4-[3-(methylamino)prop-1-ynyl]phenoxy]propyl]thiazole-4-carboxylic acid S1C(=NC2=C1C=CC=C2)NC2=C(C1=C(N=N2)N(CCC1)C=1SC(=C(N1)C(=O)O)CCCOC1=CC=C(C=C1)C#CCNC)C